5-(2-((cis-3-methoxycyclobutyl)amino)-7H-pyrrolo[2,3-d]pyrimidin-5-yl)-N-(tetrahydro-2H-pyran-4-yl)pyrazolo[1,5-a]pyridine-3-carboxamide CO[C@H]1C[C@H](C1)NC=1N=CC2=C(N1)NC=C2C2=CC=1N(C=C2)N=CC1C(=O)NC1CCOCC1